Methyl (3S,6R)-6-methyl-1-(2-(pyridin-3-yl)acetyl)piperidine-3-carboxylate C[C@@H]1CC[C@@H](CN1C(CC=1C=NC=CC1)=O)C(=O)OC